C(#N)C1=CC=C(C=C1)C(CSC1=NN=NN1C1=C(C(=O)O)C=CC=C1)=O (5-((2-(4-cyanophenyl)-2-oxoethyl)thio)-1H-tetrazol-1-yl)benzoic acid